ClC1=C(C=O)C(=CC(=N1)Cl)C1=C(C=NN1C)C 2,6-dichloro-4-(1,4-dimethyl-1H-pyrazol-5-yl)nicotinaldehyde